NC1=CC=C2C(CC(OC2=C1[N+](=O)[O-])C1CCN(CC1)C(=O)OC(C)(C)C)=O tert-butyl 4-(7-amino-8-nitro-4-oxochroman-2-yl)piperidine-1-carboxylate